ethyl 3-(5-fluoro-2-pyridyl)-1-isopropyl-2,4-dioxo-pyrimidine-5-carboxylate FC=1C=CC(=NC1)N1C(N(C=C(C1=O)C(=O)OCC)C(C)C)=O